aminooxazolonitrile NC=1N=C(OC1)C#N